FC(C(=O)N1CC(C1)(NC=1C(=NC=CC1)OC1=CC=C(C=C1)C(F)(F)F)C)=C 2-Fluoro-1-(3-methyl-3-((2-(4-(trifluoromethyl)phenoxy)pyridin-3-yl)amino)azetidin-1-yl)prop-2-en-1-one